ClC=1C=C2C(=NC=NC2=C(C1C1=C(C=CC=C1O)F)F)N1CCN(CC1)C(\C=C\CN1CCOCC1)=O (E)-1-(4-(6-chloro-8-fluoro-7-(2-fluoro-6-hydroxyphenyl)quinazolin-4-yl)piperazin-1-yl)-4-morpholinobut-2-en-1-one